N-[(4S,5S)-7-acetyl-4-(4-fluorophenyl)-3-methyl-6-oxo-1-phenyl-1H,4H,5H,6H,7H-pyrazolo[3,4-b]pyridin-5-yl]-3-methylbenzamide C(C)(=O)N1C2=C([C@@H]([C@@H](C1=O)NC(C1=CC(=CC=C1)C)=O)C1=CC=C(C=C1)F)C(=NN2C2=CC=CC=C2)C